(2S)-2-(((2S)-4-(benzylamino)-3-hydroxy-4-oxo-1-((S)-2-oxopyrrolidin-3-yl)butan-2-yl)carbamoyl)-4,4-dimethylpiperidine-1-carboxylic acid tert-butyl ester C(C)(C)(C)OC(=O)N1[C@@H](CC(CC1)(C)C)C(N[C@@H](C[C@H]1C(NCC1)=O)C(C(=O)NCC1=CC=CC=C1)O)=O